3-(cyclohex-1-en-1-yl)-5-hydroxy-6-(4-methoxyphenyl)-2-phenylpyrazolo[1,5-a]Pyrimidine-7(4H)-one C1(=CCCCC1)C=1C(=NN2C1NC(=C(C2=O)C2=CC=C(C=C2)OC)O)C2=CC=CC=C2